2,4,6-tris(cyanoamino)-1,3,5-triazine C(#N)NC1=NC(=NC(=N1)NC#N)NC#N